4-(4-(ethoxycarbonyl)-1H-pyrazol-1-yl)benzoic acid C(C)OC(=O)C=1C=NN(C1)C1=CC=C(C(=O)O)C=C1